[Zr].[Ba].CN(C1=CC=CC=C1)CCC N-methyl-propyl-aniline Barium Zirconium